Cl.NCC1=CC=C(S1)C(CSC=1C2=C(N=C(N1)C(F)(F)F)C=NC(=C2)OC)=O 1-(5-(aminomethyl)thiophen-2-yl)-2-((6-methoxy-2-(trifluoromethyl)pyrido[3,4-d]pyrimidin-4-yl)thio)ethan-1-one hydrochloride